C(\C=C\CCC)C1C(CCC1)=O (E)-2-(hex-2-en-1-yl)cyclopentan-1-one